1-(4-chlorobenzyl)-3-(6-(pyridin-4-ylmethoxy)spiro[3.3]hept-2-yl)urea ClC1=CC=C(CNC(=O)NC2CC3(C2)CC(C3)OCC3=CC=NC=C3)C=C1